tert-butyl (2S,6R)-4-(2-ethoxy-2-oxo-ethoxy)-2,6-dimethyl-piperidine-1-carboxylate C(C)OC(COC1C[C@@H](N([C@@H](C1)C)C(=O)OC(C)(C)C)C)=O